(E)-N-(2-(2-(2-aminoethoxy)ethoxy)ethyl)-3-((4-((4-sulfamoylphenyl)diazenyl)phenyl)amino)propanamide NCCOCCOCCNC(CCNC1=CC=C(C=C1)\N=N\C1=CC=C(C=C1)S(N)(=O)=O)=O